C(C)OC=1C(=C(N(N1)CC1(CC1)OC1OCCCC1)C=O)I 5-ethoxy-4-iodo-2-[(1-tetrahydropyran-2-yloxycyclopropyl)methyl]pyrazole-3-carbaldehyde